OB1OCC2=C1C=CC(=C2)OCC(=O)O[C@H]2[C@]1([C@H]3[C@]([C@H]([C@@H]([C@@](C2)(C=C)C)O)C)(CCC3=O)CC[C@H]1C)C (3aR,4R,5R,7S,8S,9R,9aS,12R)-8-hydroxy-4,7,9,12-tetramethyl-3-oxo-7-vinyldecahydro-4,9a-propanocyclopenta[8]annulen-5-yl 2-((1-hydroxy-1,3-dihydrobenzo[c][1,2]oxaborol-5-yl)oxy)acetate